NC1=C2C(=NC=N1)N(N=C2C2=CC=C(C=C2)OC2=CC=CC=C2)C2CCN(CC2)CC2=CC=C(N=N2)NC2C(NC(CC2)=O)=O 3-((6-((4-(4-amino-3-(4-phenoxyphenyl)-1H-pyrazolo[3,4-d]pyrimidin-1-yl)piperidin-1-yl)methyl)pyridazin-3-yl)amino)piperidine-2,6-dione